(4aR,9aS)-6-nitro-4,4a,9,9A-tetrahydroindeno[2,1-B][1,4]oxazine [N+](=O)([O-])C=1C=CC=2C[C@@H]3OC=CN[C@@H]3C2C1